C1(CC1)N1C=C(C(C2=CC(=C(C(=C12)OC)N1CC(NCC1)C)F)=O)C(C=CC1=CC=C(C=C1)[N+](=O)[O-])=O 1-cyclopropyl-6-fluoro-7-(3-methylpiperazin-1-yl)-3-(4-nitrocinnamoyl)-8-methoxyquinolin-4(1H)-one